di(N-methylacetamido)silane CN(C(C)=O)[SiH2]N(C(C)=O)C